1-(2-(2,6-dioxopiperidin-3-yl)-3-oxoisoindolin-5-yl)piperidine-4-carbaldehyde O=C1NC(CCC1N1CC2=CC=C(C=C2C1=O)N1CCC(CC1)C=O)=O